COC1=C(C=CC=C1)C(CO)OC1CCOCC1 2-(2-methoxyphenyl)-2-(4-tetrahydropyranyloxy)ethanol